N1C(=NC2=C1C=CC=C2)NCC=2N=C(C=1OC[C@@H]3COC[C@H](N3C1N2)C)C(C)(C)S(=O)(=O)C (1H-benzimidazol-2-yl)-[(5R,8aS)-1-(1-methanesulfonyl-1-methyl-ethyl)-5-methyl-5,6,8a,9-tetrahydro-8H-7,10-dioxa-2,4,4b-triazaphenanthren-3-yl]Methylamine